CC=CC=CC 2,4-Hexadien